FC(C1=CC=C(C(=O)OSOC(C2=CC=C(C=C2)C(F)(F)F)=O)C=C1)(F)F p-trifluoromethylbenzoyl-oxysulfide